ClC1=CC(=C(C(=C1)Cl)N1N(CC=C1C(F)(F)F)C1=NC=CC=C1Cl)C(N=S(C(C)C)C(C)C)=O N-[4,6-dichloro-2-[(di-2-propyl-lambda4-sulfanylidene)carbamoyl]-phenyl]-2-(3-chloro-2-pyridyl)-5-(trifluoromethyl)pyrazol